4-(3-fluorophenyl)-1-(5-(isopropylsulfanyl)-4-(3-(trifluoromethyl)phenyl)thiazol-2-yl)-3-methyl-1H-pyrazole-5-carboxylic acid FC=1C=C(C=CC1)C=1C(=NN(C1C(=O)O)C=1SC(=C(N1)C1=CC(=CC=C1)C(F)(F)F)SC(C)C)C